N[C@@H](CC[Se]C)C(=O)O.[Se] selenium (L-selenomethionine)